CC=1C(=NC(=NC1)NC=1C=CC2=C(B(OC2)O)C1)NC1=CC(=CC=C1)S(=O)(=O)C 6-((5-methyl-4-((3-(methylsulfonyl)phenyl)amino)pyrimidin-2-yl)amino)benzo[c][1,2]oxaborol-1(3H)-ol